racemic-(trans)-3-((2-amino-7-(1H-pyrazol-5-yl)quinazolin-4-yl)amino)cyclopentane-1-carbonitrile NC1=NC2=CC(=CC=C2C(=N1)N[C@@H]1C[C@H](CC1)C#N)C1=CC=NN1